(E)-5-(3-(5,6-dimethylpyridin-3-yl)acryloyl)-4-methylthiophene CC=1C=C(C=NC1C)/C=C/C(=O)C1=C(C=CS1)C